C(#N)CCOP(N(C(C)C)C(C)C)N(C(C)C)C(C)C 2-cyanoethyl-N,N,N',N'-tetraisopropylphosphordiamidite